N-(2-methoxy-4-(1-methyl-1H-pyrazol-4-yl)phenyl)-8-(2-oxa-6-azaspiro[3.5]nonan-6-yl)pyrido[3,4-d]pyrimidin-2-amine COC1=C(C=CC(=C1)C=1C=NN(C1)C)NC=1N=CC2=C(N1)C(=NC=C2)N2CC1(COC1)CCC2